[Pd](O)O.F[C@H]1C[C@H](N2N=C(N=C21)C(=O)C2(OCCC2)C)C2=CC=CC=C2 ((5s,7s)-7-fluoro-5-phenyl-6,7-dihydro-5H-pyrrolo[1,2-b][1,2,4]triazol-2-yl)(2-methyltetrahydrofuran-2-yl)methanone palladium hydroxide